methyl 7-chloro-1H-indazole-3-carboxylate ClC=1C=CC=C2C(=NNC12)C(=O)OC